3-(5-Acetyl-1-oxoisoindolin-2-yl)piperidine-2,6-dione C(C)(=O)C=1C=C2CN(C(C2=CC1)=O)C1C(NC(CC1)=O)=O